hexamethylene disulfone C1CCCCCS(=O)(=O)S1(=O)=O